N-[2-[(3-aminocyclobutyl)amino]-2-oxo-ethyl]-2-chloro-4-[[3-[1-(cyanomethyl)-3-(trifluoromethyl)pyrazol-4-yl]imidazo[1,2-a]pyrazin-8-yl]amino]benzamide formate C(=O)O.NC1CC(C1)NC(CNC(C1=C(C=C(C=C1)NC=1C=2N(C=CN1)C(=CN2)C=2C(=NN(C2)CC#N)C(F)(F)F)Cl)=O)=O